terephthalic acid (n-dodecylamine) salt C(CCCCCCCCCCC)N.C(C1=CC=C(C(=O)O)C=C1)(=O)O